NC1=CC=C(C=C1)C=1C2=CC=C(N2)C(=C2C=CC(C(=C3C=CC(=C(C=4C=CC1N4)C4=CC=C(C=C4)N)N3)C3=CC=C(C=C3)N)=N2)C2=CC=C(C=C2)N 5,10,15,20-tetra(4-amino-phenyl)porphyrin